10-methyl-3-(tributylstannyl)-9,10,11,12-tetrahydro-8H-[1,4]diazepino[5',6':4,5]thieno[3,2-f]quinolin-8-one CC1NC(C2=C(C=3C=4C=CC(=NC4C=CC3S2)[Sn](CCCC)(CCCC)CCCC)NC1)=O